ethyl (S)-7-chloro-5-(6-(3-methoxytetrahydrofuran-3-yl)-4-methylpyridin-2-yl)pyrrolo[1,2-c]pyrimidine-3-carboxylate ClC1=CC(=C2N1C=NC(=C2)C(=O)OCC)C2=NC(=CC(=C2)C)[C@@]2(COCC2)OC